O=C([C@@H](C)N1CCN(CC1)C(=O)OC(C)(C)C)NC1=CC=C(C=C1)S(=O)(=O)N1CCCCC1 |r| Racemic-tert-butyl 4-(1-oxo-1-((4-(piperidin-1-ylsulfonyl)phenyl)amino)propan-2-yl)piperazine-1-carboxylate